(2RS)-2-(5-Fluoro-2-methoxy-phenyl)-2-[6-[2-[4-[(4-hydroxy-1-piperidyl)methyl]phenyl]ethynyl]-1-oxo-isoindolin-2-yl]-N-thiazol-2-yl-acetamide FC=1C=CC(=C(C1)[C@H](C(=O)NC=1SC=CN1)N1C(C2=CC(=CC=C2C1)C#CC1=CC=C(C=C1)CN1CCC(CC1)O)=O)OC |r|